(5-(4-((tert-butoxycarbonyl)amino)phenyl)thiophene-3-carbonyl)-L-serine C(C)(C)(C)OC(=O)NC1=CC=C(C=C1)C1=CC(=CS1)C(=O)N[C@@H](CO)C(=O)O